N-[(2-Amino-3-pyridyl)sulfonyl]-6-(3-chlorophenyl)-2-[(4S)-2,2,4-trimethylpyrrolidin-1-yl]pyridin-3-carboxamid NC1=NC=CC=C1S(=O)(=O)NC(=O)C=1C(=NC(=CC1)C1=CC(=CC=C1)Cl)N1C(C[C@@H](C1)C)(C)C